COCCNCC=1C=C2C=CN(C2=CC1)CC(F)(F)F 5-{[(2-methoxyethyl)amino]methyl}-1-(2,2,2-trifluoroethyl)-1H-indol